1-(5Z,8Z,11Z,14Z,17Z-eicosapentaenoyl)-2-(5Z,8Z,11Z,14Z-eicosatetraenoyl)-glycero-3-phospho-(1'-sn-glycerol) CCCCC/C=C\C/C=C\C/C=C\C/C=C\CCCC(=O)O[C@H](COC(=O)CCC/C=C\C/C=C\C/C=C\C/C=C\C/C=C\CC)COP(=O)(O)OC[C@H](CO)O